N1C(=NC2=C1C=CC=C2)C2=NNC=C2NC2=NC=NC1=C2OCCCN1 N-(3-(1H-benzo[d]imidazol-2-yl)-1H-pyrazol-4-yl)-6,7,8,9-tetrahydropyrimidino[5,4-B][1,4]oxazepin-4-amine